C(C1=CC=CC=C1)(=O)C=1C(=NN(C1C1=CC=CC=C1)CC(=O)C1=CC=CC=C1)C(C1=CC=C(C=C1)Br)=O 2-(4-benzoyl-3-(4-bromobenzoyl)-5-phenyl-1H-pyrazol-1-yl)-1-phenylethan-1-one